Cl.C(C)(C)N1N=CC=2CC3(CCNCC3)CC(C12)=O 1-isopropyl-4,6-dihydrospiro[indazole-5,4'-piperidin]-7(1H)-one hydrochloride salt